C(C)(C)(C)OC(=O)N1CCC(CC1)C1=CC=2C(C(CCC2C=C1CC)=O)(C)C 4-(3-ethyl-8,8-dimethyl-7-oxo-5,6,7,8-tetrahydronaphthalene-2-yl)piperidine-1-carboxylic acid tert-butyl ester